BrC=1C=CC2=C(C(=N[C@H](C=3N2C(=NN3)C=3N=NC=CC3)C)C3=C(C=CC=C3)F)C1Cl (4S)-8-bromo-7-chloro-6-(2-fluorophenyl)-4-methyl-1-pyridazin-3-yl-4H-[1,2,4]Triazolo[4,3-a][1,4]Benzodiazepine